C1(CCCCC1)C(O)(C1=CNC=2C1=NC=C(C2)C=2C(=NOC2C)C)C2CCCCC2 dicyclohexyl-(6-(3,5-dimethylisoxazol-4-yl)-1H-pyrrolo[3,2-b]pyridin-3-yl)methanol